tert-butyl 5-formyl-3,3-dimethyl-1H,2H,3H-pyrrolo[3,2-b]pyridine-1-carboxylate C(=O)C1=CC=C2C(=N1)C(CN2C(=O)OC(C)(C)C)(C)C